FC1(OC2=C(O1)C(=CC=C2C=2C(=C(C#N)C=CC2)C)C(=O)N2[C@@H](C/C(/C2)=N/OC)CO)F (S,Z)-3-(2,2-difluoro-7-(2-(hydroxymethyl)-4-(methoxyimino)pyrrolidine-1-carbonyl)benzo[d][1,3]dioxol-4-yl)-2-methylbenzonitrile